3-hydroxy-3-(2-(2-hydroxy-5-methoxyphenyl)-2-oxoethyl)-1-phenethylindol-2-one OC1(C(N(C2=CC=CC=C12)CCC1=CC=CC=C1)=O)CC(=O)C1=C(C=CC(=C1)OC)O